methyl 4-[2-[4-[[4-(4-chlorophenoxy)phenyl]amino]-1-piperidinyl]ethyl]benzoate trifluoroacetic acid salt FC(C(=O)O)(F)F.ClC1=CC=C(OC2=CC=C(C=C2)NC2CCN(CC2)CCC2=CC=C(C(=O)OC)C=C2)C=C1